ClC1=NN2C(C=C(C=C2)OC)=N1 2-chloro-7-methoxy-[1,2,4]triazolo[1,5-a]pyridine